BrC=1C=NC=2N(C1)N=C(C2)C(=O)N2C[C@H]([C@@]1(CC2)NCC2=CC=CC=C2C1)O (6-bromopyrazolo[1,5-a]pyrimidin-2-yl)((3R,3'R)-3'-hydroxy-1,4-dihydro-1'H,2H-spiro[isoquinoline-3,4'-piperidin]-1'-yl)methanone